1,4-dimethylmercaptobenzene CSC1=CC=C(C=C1)SC